4-{[4-(6-Cyclobutoxy-pyridin-2-yl)-2,6-difluoro-phenyl]-methyl-amino}-butyric acid C1(CCC1)OC1=CC=CC(=N1)C1=CC(=C(C(=C1)F)N(CCCC(=O)O)C)F